(R)-N-(1-(3-(difluoromethyl)-5-(2,2,2-trifluoroethoxy)phenyl)cyclopropyl)-3-(2,4-difluorophenyl)-3-hydroxybutanamide FC(C=1C=C(C=C(C1)OCC(F)(F)F)C1(CC1)NC(C[C@@](C)(O)C1=C(C=C(C=C1)F)F)=O)F